O(C1=CC=CC=C1)C(OC1=CC=CC=C1)P diphenoxymethyl-phosphine